3-(benzyloxy)-N-(2-(2-chloroacetamido)-4,5-dimethylphenyl)acrylamide C(C1=CC=CC=C1)OC=CC(=O)NC1=C(C=C(C(=C1)C)C)NC(CCl)=O